3-(2-Amino-1-methyl-benzimidazol-4-yl)-1-sulfamoyl-pyrrole-2-carboxylic acid hydrochloride Cl.NC1=NC2=C(N1C)C=CC=C2C2=C(N(C=C2)S(N)(=O)=O)C(=O)O